4-(3-hydroxyadamantylcarbonyloxy)-1,1,2-trifluorobutanesulfonate OC12CC3(CC(CC(C1)C3)C2)C(=O)OCCC(C(S(=O)(=O)[O-])(F)F)F